COC=1C=C(C=CC1NC1=CC(=C2C(=N1)NC=C2C(F)(F)F)NC2=CC(=CC=C2)C(F)(F)F)C(=O)N2CCOCC2 (3-methoxy-4-(3-(trifluoromethyl)-4-(3-(trifluoromethyl)phenylamino)-1H-pyrrolo[2,3-b]pyridin-6-ylamino)phenyl)(morpholino)methanone